(Z)-2-nonenyl 8-({7-[(Z)-2-nonenyloxycarbonyl]-2-[(tert-butyl)bis(methyl)siloxy]heptyl}[3-(tert-butoxycarbonylamino)propyl]amino)-7-[(tert-butyl)bis(methyl)siloxy]octanoate C(\C=C/CCCCCC)OC(=O)CCCCCC(CN(CC(CCCCCC(=O)OC\C=C/CCCCCC)O[Si](C)(C)C(C)(C)C)CCCNC(=O)OC(C)(C)C)O[Si](C)(C)C(C)(C)C